OC(=O)C(F)(F)F.[C@H]12CNC[C@@H]2C1C(=O)C=1SC=C(C1)C (1R,5S,6r)-3-azabicyclo[3.1.0]hex-6-yl(4-methyl-2-thienyl)methanone TFA Salt